FC(C1=NN=C(O1)C1=CC(=C(CN(C=2C(C(C2N2CC3(C2)CN(C3)C3COC3)=O)=O)C3=CC=CC=C3)C=C1)F)F 3-((4-(5-(difluoromethyl)-1,3,4-oxadiazol-2-yl)-2-fluorobenzyl)(phenyl)amino)-4-(6-(oxetan-3-yl)-2,6-diazaspiro[3.3]hept-2-yl)cyclobut-3-ene-1,2-dione